BrC=1N=CC(=NC1)CC(=O)OC methyl 2-(5-bromopyrazin-2-yl)acetate